1-(2-Hydroxyethyl)piperidine OCCN1CCCCC1